(2-(3-bromo-7-hydroxynaphthalen-1-yl)-3-hydroxypropyl)acetamide BrC=1C=C(C2=CC(=CC=C2C1)O)C(CCC(=O)N)CO